COC1(CCN(CC1)C1=CC=C(N)C=C1)C(F)(F)F 4-(4-methoxy-4-(trifluoromethyl)piperidin-1-yl)aniline